C(C)OC1=C(OC[C@H]2CNCCO2)C=CC=C1 |r| Racemic-2-((2-ethoxyphenoxy)methyl)morpholine